C(#N)C=1C(=CC2=C(N(C([C@H](CS2)NC(OC(C)(C)C)=O)=O)CC2=CC=C(C=C2)C2CCOCC2)C1)F tert-butyl N-[(3R)-7-cyano-8-fluoro-4-oxo-5-[(4-tetrahydropyran-4-ylphenyl)methyl]-2,3-dihydro-1,5-benzothiazepin-3-yl]carbamate